BrC1=C2CCCN(C2=CN=C1)C1=NC2=C(C=3C=CC=C(C13)F)N(N=N2)C 5-(5-bromo-3,4-dihydro-1,7-naphthyridin-1(2H)-yl)-6-fluoro-1-methyl-1H-[1,2,3]triazolo[4,5-c]isoquinoline